[Na+].C(C=C)(=O)NCCCS(=O)(=O)[O-] acrylamidopropylsulfonic acid sodium salt